NC=1C2=C(N=CN1)N(C=C2)[C@H]2C([C@@H]([C@H](O2)CO)O)(F)F (2R,3R,5R)-5-(4-amino-7H-pyrrolo[2,3-d]pyrimidin-7-yl)-4,4-difluoro-2-(hydroxymethyl)tetrahydrofuran-3-ol